C(C)(=O)ONC(=N)C=1C=C(SC1)CNC(=O)[C@H]1N([C@H]2C[C@]2(C1)C)C(CNC(C1=CC=C(C=C1)OC1=CC=CC=C1)=O)=O (1S,3S,5S)-N-((4-(N-acetoxycarbamimidoyl)thiophen-2-yl)methyl)-5-methyl-2-((4-phenoxybenzoyl)glycyl)-2-azabicyclo[3.1.0]hexane-3-carboxamide